FC(CN1C(=NC=2C1=NC(=CC2)C=2C=CN1N=C(N=CC12)N[C@@H]1[C@@H](CN(CC1)C1(COC1)C)F)C)F 5-(3-(2,2-Difluoroethyl)-2-methyl-3H-imidazo[4,5-b]pyridin-5-yl)-N-((3R,4S)-3-fluoro-1-(3-methyloxetan-3-yl)piperidin-4-yl)pyrrolo[2,1-f][1,2,4]triazin-2-amine